N-(2-(6-(4-chlorophenyl-amino)-2-(methylsulfinyl)pyrimidin-4-ylamino)ethyl)-2-methoxynicotinamide ClC1=CC=C(C=C1)NC1=CC(=NC(=N1)S(=O)C)NCCNC(C1=C(N=CC=C1)OC)=O